(5-((2-(2,2-dimethylpyrrolidin-1-yl)ethyl)carbamoyl)-2-methylpyridin-3-yl)-2-(1-methyl-6-oxo-1,6-dihydropyridin-3-yl)pyrazolo[5,1-b]Thiazole-7-carboxamide CC1(N(CCC1)CCNC(=O)C=1C=C(C(=NC1)C)C=1N2C(SC1C1=CN(C(C=C1)=O)C)=C(C=N2)C(=O)N)C